BrC=1C=C(C=CC1)N1CCCC1 1-(3-bromophenyl)tetrahydropyrrole